COC(C1=C(N=C(C(=C1)[N+](=O)[O-])C)Cl)=O chloro-6-methyl-5-nitronicotinic acid methyl ester